FC=1C=C(C=CC1F)C(=O)N1C2(CC2)CN(CC1)C=1C=C2C=NN(C2=CC1C)C1=CC=C(C=C1)F (3,4-difluorophenyl)(7-(1-(4-fluorophenyl)-6-methyl-1H-indazol-5-yl)-4,7-diazaspiro[2.5]octan-4-yl)methanone